3-phospho-L-serine Sodium Salt [Na+].P(=O)(O)(O)OC[C@H](N)C(=O)[O-]